bis[3-(3-aminophenoxy) phenyl] sulfone NC=1C=C(OC=2C=C(C=CC2)S(=O)(=O)C2=CC(=CC=C2)OC2=CC(=CC=C2)N)C=CC1